4-hydroxyfuran-2(5H)-one OC1=CC(OC1)=O